C1=CC=CC=2C3=CC=CC=C3C(C12)COC(=O)NC(C(=O)O)C1=C(C(=CC=C1)OC(F)(F)F)F 2-((((9H-fluoren-9-yl)methoxy)carbonyl)amino)-2-(2-fluoro-3-(trifluoromethoxy)phenyl)acetic acid